NC1=NC(=CC=C1OB(O)O)C(=O)OC (2-amino-6-(methoxycarbonyl)pyridin-3-yl)boric acid